CC1(CC2=NC=CC=C2C(O1)=O)C 7,7-dimethyl-7,8-Dihydro-5H-pyrano[4,3-b]pyridin-5-one